(1S,3R,5R)-2,2-difluoro-8-azabicyclo[3.2.1]octan FC1([C@@H]2CC[C@H](CC1)N2)F